5-(bromomethyl)-2-methoxy-pyridine BrCC=1C=CC(=NC1)OC